CS(=O)(=O)OC1=C(C(=CC=C1)Cl)[C@@H]1CC(=NO1)C=1N=C(SC1)C1CCN(CC1)C(CN1N=C(C=C1C(F)F)C(F)F)=O 2-{(5S)-3-[2-(1-([3,5-bis(difluoromethyl)-1H-pyrazol-1-yl]acetyl)piperidin-4-yl)-1,3-thiazol-4-yl]-4,5-dihydro-1,2-oxazol-5-yl}-3-chlorophenyl methanesulfonate